N-(1-(3-(difluoromethyl)-2-fluorophenyl)ethyl)-6-(1,2,3,6-tetrahydropyridin-4-yl)cinnoline FC(C=1C(=C(C=CC1)C(C)N1NC=CC2=CC(=CC=C12)C=1CCNCC1)F)F